methyl [5-bromo-3-(2-tert-butoxycarbonylamino-ethyl)-2,4-dioxo-3,4-dihydro-2H-pyrimidin-1-yl]-acetate BrC=1C(N(C(N(C1)CC(=O)OC)=O)CCNC(=O)OC(C)(C)C)=O